2-(8-ethyl-7-fluoro-3-(methoxymethoxy)naphthalen-1-yl)-1-fluoro-12-(methylsulfonyl)-4,5,5a,6,9,10-hexahydro-8H-7-oxa-3,10a,11,13-tetraazanaphtho[1,8-ab]heptalene C(C)C=1C(=CC=C2C=C(C=C(C12)C=1C(=C2N=C(N=C3C2=C(CCC2COCCCN32)N1)S(=O)(=O)C)F)OCOC)F